C(CO)/C=C/C/C=C/CO 6-octadiene-1,8-diol